3-Acryloyloxypropyl methacrylate C(C(=C)C)(=O)OCCCOC(C=C)=O